BrC1=CC=C2C(CN(CC2=C1)C)(F)F 7-bromo-4,4-difluoro-2-methyl-1,2,3,4-tetrahydroisoquinoline